C(C)(C)(C)OC(=O)N[C@@H](CC(=O)OCC)C=1C=C(C=C(C1F)C)C1=C(C=C(C=C1C)CN1CC(C1)F)C ethyl (S)-3-((tert-butoxycarbonyl)amino)-3-(4-fluoro-4'-((3-fluoroazetidine-1-yl)methyl)-2',5,6'-trimethyl-[1,1'-biphenyl]-3-yl)propanoate